1-[3-{3-[(4-methyl-4H-1,2,4-triazol-3-yl)(oxetan-3-yl)methyl]phenyl}-5-(trifluoromethyl)-1H-pyrazolo[3,4-c]pyridine-7-yl]ethan-1-one CN1C(=NN=C1)C(C=1C=C(C=CC1)C1=NNC2=C(N=C(C=C21)C(F)(F)F)C(C)=O)C2COC2